4-((6-vinylpyridin-3-yl)methyl)-1H-indole-7-carboxamide C(=C)C1=CC=C(C=N1)CC1=C2C=CNC2=C(C=C1)C(=O)N